5-FLUORO-2-HYDROXYMETHYLPHENYLBORONIC ACID FC=1C=CC(=C(C1)B(O)O)CO